FC1=C(N)C=CC=C1C=1OC(=NN1)C=1OC=CC1 2-fluoro-3-(5-(furan-2-yl)-1,3,4-oxadiazol-2-yl)aniline